ClC1=CC=C(C=C1)N1C(C(=NC=2C=NC(=NC12)NCC(F)(F)F)C=1C=CC2=C(N(C(=N2)C(C)(C)O)C)C1)=O 8-(4-Chlorophenyl)-6-(2-(2-hydroxypropan-2-yl)-1-methyl-1H-benzo[d]imidazol-6-yl)-2-((2,2,2-trifluoroethyl)amino)pteridin-7(8H)-one